6,6-dimethyl-3-oxabicyclo[3.1.0]hexane CC1(C2COCC12)C